N1,N6-dimethylhexane-1,6-diamine CNCCCCCCNC